3-cyclopropyl-7-(2,3-dichloro-6-hydroxyphenyl)imidazo[1,2-a]pyridine-2-carboxylic acid C1(CC1)C1=C(N=C2N1C=CC(=C2)C2=C(C(=CC=C2O)Cl)Cl)C(=O)O